N1=CN=C2N=CNC2=C1N[C@@H]1[C@H]([C@@H]([C@H]([C@@H](O1)CO)NC([C@H]([C@@H](C)O)N)=O)O)O (2S,3R)-N-((2R,3R,4R,5S,6S)-6-((7H-purin-6-yl)amino)-4,5-dihydroxy-2-(hydroxymethyl)tetrahydro-2H-pyran-3-yl)-2-amino-3-hydroxybutanamide